C(C)(C)(C)OC(=O)N(C1CC2=C(SC(=C2)C(=O)OCC)CCC1)C ethyl 5-[tert-butoxycarbonyl(methyl)amino]-5,6,7,8-tetrahydro-4H-cyclohepta[b]thiophene-2-carboxylate